cis-2-octadecene-1,18-dicarboxylic acid anhydride C1\C=C/CCCCCCCCCCCCCCCC(=O)OC1=O